COC1=C(C=CC=C1)C1=CC(=NC=N1)NC1=CC2=C(C(=CC(O2)=O)N2CCNCC2)C=C1 7-{[6-(2-methoxyphenyl)pyrimidin-4-yl]amino}-4-(piperazin-1-yl)-2H-benzopyran-2-one